tert-Butyl-(4-(5-fluoro-6-((hydroxyimino)methyl)pyridin-2-yl)but-3-yn-1-yl)carbamat C(C)(C)(C)OC(NCCC#CC1=NC(=C(C=C1)F)C=NO)=O